C(=O)(OC(C)(C)C)NCCC12CC3(CC(CC(C1)(C3)C(CC)O)(C2)C)C 1-(N-Boc-2-aminoethyl)-3,5-dimethyl-7-(1-hydroxypropyl)adamantane